ClC1=NC=2N(C3=CC=CC=C13)C=NN2 5-chloro-[1,2,4]triazolo[4,3-a]quinazoline